BrC1=CC=C2C(=N1)NC1=C2CCCCC1 2-bromo-5,6,7,8,9,10-hexahydrocyclohepta[4,5]pyrrolo[2,3-b]pyridine